1-((4-bromo-1H-indol-2-yl)methyl)-3,7-dimethyl-8-(pyridin-4-ylamino)-1H-purine-2,6(3H,7H)-dione BrC1=C2C=C(NC2=CC=C1)CN1C(N(C=2N=C(N(C2C1=O)C)NC1=CC=NC=C1)C)=O